OC(COCC(O)O)O dihydroxylethylether